C(CCCCCCC)(=O)[O-].C(CCCCCCC)(=O)[O-].C(CCCCCCC)(=O)[O-].C(CCCCCCC)(=O)[O-].[Rh+3].[Rh+3] dirhodium tetraoctanoate